Ethyl 4-(2-methoxyethoxy)-2-(methylsulfanyl)pyrimidine-5-carboxylate COCCOC1=NC(=NC=C1C(=O)OCC)SC